6-amino-5-fluoro-pyridin-3-ol NC1=C(C=C(C=N1)O)F